Neo-decanoic acid C(CCCCCC(C)(C)C)(=O)O